NC1=C2N=CN(C2=NC=N1)C(C)C=1OC2=CC=CC=C2C(C1C1=CC=CC=C1)=O 2-(1-(6-amino-9H-purin-9-yl)ethyl)-3-phenyl-4H-chromen-4-one